N1=C(C=CC=C1)C(=O)OO hydroxy picolate